COC1=CC=C(C2=C1NC(=N2)NC(=O)C2=CC=C(C=C2)C(=O)N(C)C)C=2C=NC=CC2 N4-[7-methoxy-4-(pyridin-3-yl)-1H-1,3-benzodiazol-2-yl]-N1,N1-dimethylbenzene-1,4-dicarboxamide